((5-amino-7-(3-cyanophenyl)-8-(1-methyl-6-oxo-1,6-dihydropyridin-3-yl)-[1,2,4]triazolo[1,5-c]pyrimidin-2-yl)methoxy)nicotinonitrile NC1=NC(=C(C=2N1N=C(N2)COC2=C(C#N)C=CC=N2)C2=CN(C(C=C2)=O)C)C2=CC(=CC=C2)C#N